O1C(OCCC1)CC[Mg]Br (2-(1,3-Dioxan-2-yl)ethyl)magnesium bromide